C(=O)NC=1C=C2C=CNC2=NC1 5-formylamino-1H-7-azaindole